2,7-bis(tetrahydropyran-2-yloxy)fluoren-9-one tert-Butyl-4-(4-(6-(benzyloxy)-5,7-difluoro-1H-indazol-1-yl)phenyl)-5,6-dihydropyridine-1(2H)-carboxylate C(C)(C)(C)OC(=O)N1CC=C(CC1)C1=CC=C(C=C1)N1N=CC2=CC(=C(C(=C12)F)OCC1=CC=CC=C1)F.O1C(CCCC1)OC1=CC=2C(C3=CC(=CC=C3C2C=C1)OC1OCCCC1)=O